N-[2-(1-benzylpiperidin-4-yl)ethyl]-1-(4,6-dimethylpyrimidin-2-yl)piperidine-4-carboxamide C(C1=CC=CC=C1)N1CCC(CC1)CCNC(=O)C1CCN(CC1)C1=NC(=CC(=N1)C)C